ClC1=C(C=C(C=C1)Cl)CC(=O)NC1CN(C(C1)=O)C1=CC=C(C=C1)F 2-(2,5-dichlorophenyl)-N-[1-(4-fluorophenyl)-5-oxopyrrolidin-3-yl]acetamid